CC=CCCCCCC 2-Nonene